1-(4-{azatricyclo[10.4.0.04,9]hexadeca-1(12),4(9),5,7,13,15-hexaen-10-yn-2-yl}-4-oxobutanamido)-3,6,9,12-tetraoxapentadecan-15-oate C1=2N(CC=3C=CC=CC3C#CC2C=CC=C1)C(CCC(=O)NCCOCCOCCOCCOCCC(=O)[O-])=O